[Cr].[Sn] tin-chromium